C(C)(C)C1N=CC2=CC(=C(C=C2C1)N1C[C@@H](CC1)OC)C(=O)OC Methyl 3-isopropyl-6-((R)-3-methoxypyrrolidin-1-yl)-3,4-dihydroisoquinoline-7-carboxylate